2-bromo-3-fluoroisonicotinic acid chloride BrC=1C(=C(C(=O)Cl)C=CN1)F